9,9-dimethyl-N,N-diphenyl-9,10-dihydroacridin-2-amine CC1(C2=CC=CC=C2NC=2C=CC(=CC12)N(C1=CC=CC=C1)C1=CC=CC=C1)C